C(C)OC1=C(C=CC(=N1)C=1C=C(C=CC1)C1=CB(OC1)O)OC 4-(3-(6-ethoxy-5-methoxypyridin-2-yl)phenyl)-1,2-oxaborole-2(5H)-ol